BrC1=CC(=NC=C1)NC(CCN1C2CN(C(C1)C2)C)=O N-(4-bromopyridin-2-yl)-3-{5-methyl-2,5-diazabicyclo[2.2.1]heptan-2-yl}propanamide